methyl (R)-2-(4,4-difluoro-9-oxo-2-(1H-pyrazol-4-yl)-4,5,6,7,8,9-hexahydro-3-oxa-1-thia-5a,8-diazabenzo[cd]azulen-7-yl)acetate FC1(CN2C=3C(=C(SC3C(N[C@@H](C2)CC(=O)OC)=O)C=2C=NNC2)O1)F